4-({2-[(cis)-4-(2-Chloro-4-fluorophenyl)cyclohexyl]ethyl}-amino)oxan ClC1=C(C=CC(=C1)F)[C@H]1CC[C@H](CC1)CCNC1CCOCC1